C(C1=CC=CC=C1)OC1=NC(=CC=C1N1C(N(C2=C1C=CC(=C2)N2C=CC1=CC(=CC=C21)CC(=O)O)C)=O)OCC2=CC=CC=C2 2-(1-(1-(2,6-bis(benzyloxy)pyridin-3-yl)-3-methyl-2-oxo-2,3-dihydro-1H-benzo[d]imidazol-5-yl)-1H-indol-5-yl)acetic acid